1,1-difluoroethane-1-sulfonamide FC(C)(S(=O)(=O)N)F